[(1S,4S)-2-azabicyclo[2.2.1]heptan-4-yl]methanol [C@H]12NC[C@](CC1)(C2)CO